7-(Benzoylsulfonyl)-3-hydroxyquinazoline-2,4(1H,3H)-dione C(C1=CC=CC=C1)(=O)S(=O)(=O)C1=CC=C2C(N(C(NC2=C1)=O)O)=O